(4R,7S)-2-((trans-2-((4-(5,6-dihydro-11H-benzo[5,6]cyclohepta-[1,2-b]pyridin-11-ylidene)piperidin-1-yl)methyl)cyclohex-yl)methyl)hexahydro-1H-4,7-methanoisoindole-1,3(2H)-dione N1=C2C(=CC=C1)CCC1=C(C2=C2CCN(CC2)C[C@H]2[C@@H](CCCC2)CN2C(C3[C@H]4CC[C@@H](C3C2=O)C4)=O)C=CC=C1